2-(10-dodecyl-3-ethyl-8,14-dioxo-7,9,13-trioxa-3-azaicosan-20-yl)propane-1,3-diyl dioctanoate C(CCCCCCC)(=O)OCC(COC(CCCCCCC)=O)CCCCCCC(OCCC(OC(OCCCN(CC)CC)=O)CCCCCCCCCCCC)=O